ClC1=NC(=NC(=C1)N1CC2C(C1)CCC2)NC2CCCCC2 (1R,4R)-4-((4-chloro-6-(hexahydrocyclopenta[c]pyrrol-2(1H)-yl)pyrimidin-2-yl)amino)cyclohexane